tert-butyl 4-(cyclopropylmethyl)-5-(4,4,5,5-tetramethyl-1,3,2-dioxaborolan-2-yl)-1H-pyrrole-3-carboxylate C1(CC1)CC=1C(=CNC1B1OC(C(O1)(C)C)(C)C)C(=O)OC(C)(C)C